(3R)-11-(2,4-difluorophenyl)-8-((3S,5R)-3,5-dimethylpiperazin-1-yl)-3-(2-methoxyethoxy)-10-(trifluoromethyl)-3,4-dihydro-2H,6H-[1,4]thiazepino[2,3,4-ij]quinazolin-6-one FC1=C(C=CC(=C1)F)C1=C(C=C2C(=NC(N3C2=C1SC[C@@H](C3)OCCOC)=O)N3C[C@@H](N[C@@H](C3)C)C)C(F)(F)F